7-chloro-6-(2,6-difluorophenyl)-4H-[1,2,4]triazolo[4,3-a][1,4]benzodiazepine-8-carbaldehyde ClC1=C(C=CC2=C1C(=NCC=1N2C=NN1)C1=C(C=CC=C1F)F)C=O